2-[2-(diethylamino)ethoxy]ethan-1-ol C(C)N(CCOCCO)CC